[N+](=O)([O-])C1=CC=C(C=C1)NCCNCC(COC1=CC=CC=C1)O ((2-((4-nitrophenyl)amino)ethyl)amino)-3-phenoxypropan-2-ol